ClC=1C(=C(CN2[C@@H](CC(C[C@H]2C)(C(=O)O)CC2=NC(=CC=C2F)NC2=NNC(=C2)C)C)C=CC1)F (2R,6R)-1-(3-chloro-2-fluorobenzyl)-4-((3-fluoro-6-((5-methyl-1H-pyrazol-3-yl)amino)pyridin-2-yl)methyl)-2,6-dimethylpiperidine-4-carboxylic acid